CN1C(C2(CCN(CC2)C(=O)OC(C)(C)C)C2=C3C(=NC=C21)N(C(=C3)C=3C=NN(C3)C)S(=O)(=O)C3=CC=CC=C3)=O tert-butyl 6-methyl-2-(1-methyl-1H-pyrazol-4-yl)-7-oxo-3-(phenylsulfonyl)-6,7-dihydro-3H-spiro[dipyrrolo[2,3-b:3',2'-d]pyridine-8,4'-piperidine]-1'-carboxylate